2-(2-norbornyl)aminoethane-1-sulfonic acid C12C(CC(CC1)C2)NCCS(=O)(=O)O